C(CC)NC=1C(C2=CC=CC=C2C(C1)=O)=O 2-propylamino-1,4-naphthoquinone